rac-trans-dimethylsilylene(2-methyl-4-phenyl-5-methoxy-6-tert-butyl-indenyl)(2-methyl-4-(4-tert-butylphenyl)indenyl)zirconium dichloride [Cl-].[Cl-].C[Si](=[Zr+2](C1C(=CC2=C(C=CC=C12)C1=CC=C(C=C1)C(C)(C)C)C)C1C(=CC2=C(C(=C(C=C12)C(C)(C)C)OC)C1=CC=CC=C1)C)C